2-chloro-5,6-dimethylnicotinamide ClC1=C(C(=O)N)C=C(C(=N1)C)C